NC1=CC(=C(C=N1)B(O)O)C(F)(F)F 6-AMINO-4-(TRIFLUOROMETHYL)PYRIDIN-3-YLBORONIC ACID